CC1=C(OC2=C(C=C(C=C2C1=O)C)[C@@H](C)NC1=C(C(=O)OC(C)(C)C)C=CC=C1)C1=CC(=NC=C1)N1CCOCC1 tert-butyl (R)-2-[1-[3,6-dimethyl-2-(2-morpholino-4-pyridyl)-4-oxo-chromen-8-yl]ethylamino]benzoate